O-Guanidinopropionic acid N(C(=N)N)OC(CC)=O